CC(C(=O)N)(C)N1N=C(C(=C1)NC1=NC=C(C(=N1)NCCCN1C(COCCC1)=O)C(F)(F)F)C 2-methyl-2-(3-methyl-4-((4-((3-(3-oxo-1,4-oxazepan-4-yl)propyl)amino)-5-(trifluoromethyl)pyrimidin-2-yl)amino)-1H-pyrazol-1-yl)propanamide